[(3-hydroxy-1-adamantyl)amino]acetyl-2-cyano-pyrrolidine OC12CC3(CC(CC(C1)C3)C2)NCC(=O)N2C(CCC2)C#N